amylboronic acid C(CCCC)B(O)O